N1CC=CC=C1 dihydropyridin